NC=1C(=NC(=CN1)C1=CC=C(C=C1)S(=O)(=O)C(C)C)C1=CC(=NO1)C1=CC2=C(NC(N2)=O)C=C1 5-(5-(3-amino-6-(4-(isopropylsulfonyl)phenyl)pyrazin-2-yl)isoxazol-3-yl)-1,3-dihydro-2H-Benzo[d]imidazol-2-one